2,3,4,6-tetra-O-acetyl-[7-O-(bis[benzyloxy]phosphoryl)-D-glycero-β-D-manno-heptopyranosyl] phosphate P(=O)(O[C@H]1[C@@H](OC(C)=O)[C@@H](OC(C)=O)[C@H](OC(C)=O)[C@H](O1)[C@H](OC(C)=O)COP(=O)(OCC1=CC=CC=C1)OCC1=CC=CC=C1)([O-])[O-]